(2,6-dihydroxy-5'-methyl-4-pentyl-2'-(prop-1-en-2-yl)-1',2',3',4'-tetrahydro-[1,1'-biphenyl]-3-yl)((R)-2-methylaziridin-1-yl)methanone OC1=C(C(=CC(=C1C(=O)[N@]1C(C1)C)CCCCC)O)C1C(CCC(=C1)C)C(=C)C